BrC1=C2C=C(N(C2=CC=C1)C1CCNCC1)C 4-Bromo-2-methyl-1-(piperidin-4-yl)-1H-indole